C[C@@H]1CN(CC(C1)=O)C(=O)OC(C)(C)C tert-butyl (3S)-3-methyl-5-oxo-piperidine-1-carboxylate